n-Butyl-1-ethanol C(CCC)C(C)O